tert-butyl 4-(3-hydroxypropyl)-3-(trifluoromethyl)piperazine-1-carboxylate OCCCN1C(CN(CC1)C(=O)OC(C)(C)C)C(F)(F)F